C(CCC)N1CCOCC1 butylmorpholine